COC1=C(C=CC(=C1)C(F)(F)F)C=1C=2N(C(=NN1)S[C@H]1CN(CCC1)C(=O)OC(C)(C)C)C=CC2 Tert-butyl (R)-3-((1-(2-methoxy-4-(trifluoromethyl)phenyl)pyrrolo[1,2-d][1,2,4]triazin-4-yl)thio)piperidine-1-carboxylate